C1N[C@H](CC2=CC=CC=C12)C(=O)O (R)-1,2,3,4-tetrahydroisoquinoline-3-formic acid